6-bromo-2-cyclopropyloxy-3-fluorobenzoic acid methyl ester COC(C1=C(C(=CC=C1Br)F)OC1CC1)=O